20-oxo-5β-pregnan-3a-acetic acid O=C(C)[C@H]1CC[C@H]2[C@@H]3CC[C@@H]4C[C@@H](CC[C@]4(C)[C@H]3CC[C@]12C)CC(=O)O